1,8-diamino-4,5-dinitroanthraquinone NC1=CC=C(C=2C(C3=C(C=CC(=C3C(C12)=O)N)[N+](=O)[O-])=O)[N+](=O)[O-]